[4-[2-[6-(aminomethyl)-3-pyridyl]-3H-imidazo[4,5-b]pyridin-7-yl]-1-piperidyl]-[4-(trifluoromethoxy)phenyl]methanone NCC1=CC=C(C=N1)C1=NC=2C(=NC=CC2C2CCN(CC2)C(=O)C2=CC=C(C=C2)OC(F)(F)F)N1